amino-2'-deoxyuridine 5'-triphosphate P(O)(=O)(OP(=O)(O)OP(=O)(O)O)OC[C@@H]1[C@H](C[C@@](O1)(N1C(=O)NC(=O)C=C1)N)O